1-(4-(7-(2-amino-7-fluorobenzo[d]thiazol-4-yl)-6-chloro-8-fluoro-2-(1-methylpiperidin-4-yl)quinazolin-4-yl)piperazin-1-yl)prop-2-en-1-one NC=1SC2=C(N1)C(=CC=C2F)C2=C(C=C1C(=NC(=NC1=C2F)C2CCN(CC2)C)N2CCN(CC2)C(C=C)=O)Cl